BrC=1C=C2C(=NC1)C1(CNC1)OC2 3-bromospiro[5H-furo[3,4-b]pyridine-7,3'-azetidine]